2-(3-(2-((1,5-dimethyl-1H-pyrazol-3-yl)amino)-5-methylpyrimidin-4-yl)-1H-indol-7-yl)-4-(6-fluoro-5-methylpyridin-3-yl)isoindolin-1-one CN1N=C(C=C1C)NC1=NC=C(C(=N1)C1=CNC2=C(C=CC=C12)N1C(C2=CC=CC(=C2C1)C=1C=NC(=C(C1)C)F)=O)C